[ClH](=O)(=O)=O chlorantrial